4-[bis(t-butoxycarbonyl)amino]imidazo[2,1-f][1,2,4]triazine-7-carboxylic acid C(C)(C)(C)OC(=O)N(C1=NC=NN2C1=NC=C2C(=O)O)C(=O)OC(C)(C)C